3-chloro-6-(N-((1S,2R)-2-(6-fluoro-2,3-dimethylphenyl)-1-(5-oxo-4,5-dihydro-1,3,4-oxadiazol-2-yl)propyl)sulfamoyl)-N,N-dimethylpyridinamide ClC=1C(=NC(=CC1)S(N[C@@H]([C@H](C)C1=C(C(=CC=C1F)C)C)C=1OC(NN1)=O)(=O)=O)C(=O)N(C)C